2-(2-chlorophenyl)cyclopropane-1-amine ClC1=C(C=CC=C1)C1C(C1)N